CC1(SCCC1)C=1N=CNC1 4-(2-Methyltetrahydrothiophen-2-yl)-1H-imidazole